(S)-1-(4-bromophenyl)-2,2,2-trifluoro-N-methylethan-1-amine hydrochloride Cl.BrC1=CC=C(C=C1)[C@@H](C(F)(F)F)NC